6-((4-(2-(((benzyloxy)carbonyl)amino)propan-2-yl)-6-chloropyridin-2-yl)oxy)-3-azabicyclo[3.1.0]hexane-3-carboxylate C(C1=CC=CC=C1)OC(=O)NC(C)(C)C1=CC(=NC(=C1)Cl)OC1C2CN(CC12)C(=O)[O-]